C(C)(C)(C)OC(=O)N[C@@H](C#CS(=O)(=O)C1CN(CC1)C(=O)OCC[Si](C)(C)C)C 2-(trimethylsilyl)ethyl 3-(((R)-3-((tert-butoxycarbonyl)amino)but-1-yn-1-yl)sulfonyl)pyrrolidine-1-carboxylate